O1[C@@H](CCC1)C(=O)N[C@@H]1[C@@H](N(CCC1)C(=O)OCC1=CC=CC=C1)COC1CCNCC1 benzyl cis-3-{[(2S)-oxolane-2-carbonyl] amino}-2-{[(piperidin-4-yl)oxy]methyl}piperidine-1-carboxylate